N-(7-chloro-6-(1-((3R,4R)-4-hydroxy-3-methyltetrahydrofuran-3-yl)piperidin-4-yl)isoquinolin-3-yl)-2-methyl-6-oxaspiro[2.5]octane-1-carboxamide ClC1=C(C=C2C=C(N=CC2=C1)NC(=O)C1C(C12CCOCC2)C)C2CCN(CC2)[C@@]2(COC[C@@H]2O)C